5-[(5-bromopentyl)oxy]-2-(2,6-dioxopiperidin-3-yl)isoindole-1,3-dione BrCCCCCOC=1C=C2C(N(C(C2=CC1)=O)C1C(NC(CC1)=O)=O)=O